CN1C(=NN=C1COC1=CC(=CC=C1)C(F)(F)F)[C@@H]1CC[C@H](CC1)C=1C=NN(C1)[C@@H]1CC[C@H](CC1)NC(OC(C)(C)C)=O tert-butyl (trans-4-{4-[trans-4-(4-methyl-5-{[3-(trifluoromethyl)phenoxy]methyl}-4H-1,2,4-triazol-3-yl)cyclohexyl]-1H-pyrazol-1-yl}cyclohexyl)carbamate